O[C@@H]1CN(CC1)C(=O)OC(C)(C)C tert-Butyl (S)-3-hydroxypyrrolidine-1-carboxylate